3-(1-(2-chloro-4-(trifluoromethyl)phenyl)piperidin-2-yl)benzoic acid ClC1=C(C=CC(=C1)C(F)(F)F)N1C(CCCC1)C=1C=C(C(=O)O)C=CC1